C(C)(=O)NC1=NC=C(C(=C1)NC(OC(C)(C)C)=O)Br tert-butyl (2-acetamido-5-bromopyridin-4-yl)carbamate